3'-amino-5'-(1H-tetrazol-5-yl)-[1,1'-biphenyl]-4-carboxylic acid NC=1C=C(C=C(C1)C1=NN=NN1)C1=CC=C(C=C1)C(=O)O